(R)-1-(4-(bis(2-hydroxyethyl)amino)-6-((3-fluorobenzyl)amino)-1,3,5-triazin-2-yl)-N,N-diethylpyrrolidine-2-carboxamide OCCN(C1=NC(=NC(=N1)NCC1=CC(=CC=C1)F)N1[C@H](CCC1)C(=O)N(CC)CC)CCO